FC1=CC=CC(=N1)C1=NN=C(S1)NC(=O)C=1C(N(C2=CC=CC=C2C1O)CC)=O N-(5-(6-Fluoropyridin-2-yl)-1,3,4-thiadiazol-2-yl)-1-ethyl-4-hydroxy-2-quinolone-3-carboxamide